1-(4'-isopropylphenyl)-3-phenylpropane C(C)(C)C1=CC=C(C=C1)CCCC1=CC=CC=C1